(R)-3-(1H-benzo[d]imidazol-2-yl)-2-methyl-N-((S)-11-oxo-2,3,10,11-tetrahydro-1H,5H-benzo[d]pyrazolo[1,2-a][1,2]diazepin-10-yl)propanamide N1C(=NC2=C1C=CC=C2)C[C@H](C(=O)N[C@H]2C1=C(CN3N(C2=O)CCC3)C=CC=C1)C